CC1=C(OC=2C(=CC(N(C2)C)=O)C=2C3=C(C(N(C2)C)=O)NC(=C3)C3=C(C(=CC=C3)OC)F)C(=CC=C1)C 4-(5-(2,6-dimethylphenoxy)-1-methyl-2-oxo-1,2-dihydropyridin-4-yl)-2-(2-fluoro-3-methoxyphenyl)-6-methyl-1,6-dihydro-7H-pyrrolo[2,3-c]pyridin-7-one